(R)-3-(1,3-dioxoisoindoline-2-yl)butyl 4-methylbenzenesulfonate CC1=CC=C(C=C1)S(=O)(=O)OCC[C@@H](C)N1C(C2=CC=CC=C2C1=O)=O